n-propyl-aluminum di-hydride C(CC)[AlH2]